OC1C([C@H]2[C@]34C=5C(=C(C=CC5C[C@H]([C@@H]3C1)N(C)CC4)O)O2)=O 7-hydroxyl-hydromorphone